FC1=C(C(=CC=C1)F)C1=NCC2=NN=C(N2C=2SC=3C[C@@H](CC3C12)C#N)C (13R)-9-(2,6-difluorophenyl)-3-methyl-16-thia-2,4,5,8-tetraazatetracyclo[8.6.0.02,6.011,15]hexadeca-1(10),3,5,8,11(15)-pentaene-13-carbonitrile